FC1=C(C=C2C=CC=NC2=C1)CN[C@@H]1[C@@H](C[C@H](CC1)NC([2H])([2H])C=1C=2N(C=CC1)C=CN2)O (1R,2S,5S)-2-(((7-Fluoroquinolin-6-yl)methyl)amino)-5-((imidazo[1,2-a]pyridin-8-ylmethyl-d2)amino)cyclohexan-1-ol